P(O)(=O)(OP(=O)(O)OP(=O)(O)O)OC[C@@H]1[C@H]([C@H]([C@@](O1)(N1C(=O)N=C(N)C(=C1)C)C)O)O 5-methyl-methylcytidine-5'-triphosphate